COCC1=CC=C(C=C1)CO [4-(methoxymethyl)phenyl]methanol